FC=1C(=NC=CC1)C1(CCC1)CNC1=NC=C(C=N1)C(=O)NC=1SC=CN1 [2-({[(3-fluoro(2-pyridyl))cyclobutyl]methyl}amino)pyrimidin-5-yl]-N-(1,3-thiazol-2-yl)carboxamide